O=C1NC(CCC1N1C(C2=CC=CC(=C2C1=O)C#CCOCCCCCN(C(OC(C)(C)C)=O)C)=O)=O 1-Tert-Butyl (5-((3-(2-(2,6-dioxopiperidin-3-yl)-1,3-dioxoisoindolin-4-yl)prop-2-yn-1-yl)oxy) pentyl)(methyl)carbamate